4-[6-amino-2-(3-methylbut-1-ynyl)purin-9-yl]butyN NC1=C2N=CN(C2=NC(=N1)C#CC(C)C)CCC#C